2,3,3-trimethyl-pentane CC(C)C(CC)(C)C